4-(3-((7-ethyl-6-oxo-5,6-dihydro-1,5-naphthyridin-3-yl)methyl)-3,6-diazabicyclo[3.1.1]heptan-6-yl)-2-fluoro-N-methylbenzamide C(C)C=1C(NC=2C=C(C=NC2C1)CN1CC2N(C(C1)C2)C2=CC(=C(C(=O)NC)C=C2)F)=O